CC1(OB(OC1(C)C)C1=CC=C(OCCN2N=CC=C2)C=C1)C 1-(2-(4-(4,4,5,5-tetramethyl-1,3,2-dioxaborolan-2-yl)phenoxy)ethyl)-1H-pyrazole